C(C)N(C(OC(C)(C)C)=O)[C@@H]1CN(CC1)C=1C=NC2=NC(=CC=C2C1)C1=CC2=CN(N=C2C=C1OCOC)C tert-butyl N-ethyl-N-[(3S)-1-{7-[6-(methoxymethoxy)-2-methylindazol-5-yl]-1,8-naphthyridin-3-yl}pyrrolidin-3-yl]carbamate